(S)-N-((2,2-dimethyl-1-phenylcyclopropyl)methyl)-4-(trifluoromethoxy)benzenesulfonamide CC1([C@@](C1)(C1=CC=CC=C1)CNS(=O)(=O)C1=CC=C(C=C1)OC(F)(F)F)C